NC1=NC=CC=2N1C(=C(N2)C2=CC=C(C=C2)NC(C=C)=O)C2=CC=C(C=C2)OC N-(4-(5-amino-3-(4-methoxyphenyl)imidazo[1,2-c]pyrimidin-2-yl)phenyl)acrylamide